(R)-2-([1,1'-biphenyl]-4-yl)-1-(4,4,5,5-tetramethyl-1,3,2-dioxaborolan-2-yl)ethan-1-amine hydrochloride Cl.C1(=CC=C(C=C1)C[C@H](N)B1OC(C(O1)(C)C)(C)C)C1=CC=CC=C1